ClC=1C=C(C=CC1)N(C(C)=O)C1=NC=CC(=C1)[N+](=O)[O-] N-(3-chlorophenyl)-N-(4-nitropyridin-2-yl)acetamide